3-(5-((4-((((1R,3R,5S)-adamantan-1-yl)amino)methyl)phenyl)ethynyl)-2-methyl-4-oxoquinazolin-3(4H)-yl)piperidine-2,6-dione C12(CC3CC(CC(C1)C3)C2)NCC2=CC=C(C=C2)C#CC2=C3C(N(C(=NC3=CC=C2)C)C2C(NC(CC2)=O)=O)=O